NC=1N=C(SC1C(=O)C1=CC=C(C(=O)NCCOC(F)(F)F)C=C1)N(C1=CC(=C(C=C1)Cl)F)[C@@H](C(=O)N)C |r| rac-4-[4-amino-2-(N-(2-amino-1-methyl-2-oxo-ethyl)-4-chloro-3-fluoro-anilino)thiazole-5-carbonyl]-N-[2-(trifluoromethoxy)ethyl]benzamide